(2S,3S)-3-Phenyl-2-(phenylamino)-1-(piperidin-1-yl)butan-1-one C1(=CC=CC=C1)[C@@H]([C@@H](C(=O)N1CCCCC1)NC1=CC=CC=C1)C